8-(2-chloro-5-((1-methyl-1H-pyrazol-4-yl)ethynyl)pyridin-4-yl)-2,8-diazaspiro[4.5]decan-1-one ClC1=NC=C(C(=C1)N1CCC2(CCNC2=O)CC1)C#CC=1C=NN(C1)C